OC1C[C@H]2[C@H](N(CC2)C(=O)OC(C)(C)C)C1 tert-butyl (3aS,6aR)-5-hydroxyhexahydrocyclopenta[b]pyrrole-1(2H)-carboxylate